CSC=1N=C(C=2N=CN([C@H]3[C@H](O)[C@H](O)[C@@H](CO)O3)C2N1)NC(CC(=C)C)O 2-methylsulfanyl-N6-(cis-hydroxyisopentenyl)-adenosine